2-chloro-6-methyl-N-phenyl-7H-pyrrolo[2,3-d]pyrimidin-4-amine ClC=1N=C(C2=C(N1)NC(=C2)C)NC2=CC=CC=C2